tert-butyl-3-cyclopropyl-4-oxopyrrolidine-1-carboxylate C(C)(C)(C)OC(=O)N1CC(C(C1)=O)C1CC1